C1(=CC=CC=C1)C=1C=C2C=CN(C2=C(C1)C(=O)N[C@H](C)C1=CC=C(C(=O)O)C=C1)CC1=CC=C(C=C1)C(F)(F)F (R)-4-(1-(5-phenyl-1-(4-(trifluoromethyl)benzyl)-1H-indol-7-amido)ethyl)benzoic acid